N-(4-(3-(diethylamino)propoxy)-3,5-dimethylphenyl)-4-(3-phenylisoxazolidin-2-yl)pyrimidin-2-amine hydrochloride Cl.C(C)N(CCCOC1=C(C=C(C=C1C)NC1=NC=CC(=N1)N1OCCC1C1=CC=CC=C1)C)CC